C(C)N([C@@H]1COCC=2NC(C=3C=C(C(=CC3C21)F)F)=O)[C@H](C)C2=CC=C(C=C2)OC (S)-1-(Ethyl-((R)-1-(4-methoxyphenyl)ethyl)amino)-8,9-difluoro-1,5-dihydro-2H-pyrano[3,4-c]isoquinolin-6(4H)-one